ClC=1C(=NC=CC1C1=C(C(=CC=C1)C1=NC(=C(C=C1)CNC1CCC(CC1)O)OC)Cl)C1=CC(=C(CN2CC3(C2)CNC(C3)=O)C=C1)OC 2-(4-(3-chloro-4-(2-chloro-3-(5-((((1r,4r)-4-hydroxycyclohexyl)amino)methyl)-6-methoxypyridin-2-yl)phenyl)pyridin-2-yl)-2-methoxybenzyl)-2,6-diazaspiro[3.4]octan-7-one